C(C)(C)(C)OC(=O)C1=C(N2CC(CC2=C1C(=O)OC(C)(C)C)(C)C)CCN1C(C2=CC=CC=C2C1=O)=O 5-(2-(1,3-dioxoisoindolin-2-yl)ethyl)-2,2-dimethyl-2,3-dihydro-1H-pyrrolizine-6,7-dicarboxylic acid di-tert-butyl ester